OCCCCCC(=O)[O-] 6-hydroxyhexanoate